FC(F)(F)S(=O)(=O)[O-] trifluoromethylsulfonate